(2R,3S,4S)-2-({3',4'-difluoro-[1,1'-biphenyl]-4-yl}methyl)-4-hydroxypyrrolidin-3-yl N-{2-[(2S)-pyrrolidin-2-yl]ethyl}carbamate N1[C@@H](CCC1)CCNC(O[C@H]1[C@H](NC[C@@H]1O)CC1=CC=C(C=C1)C1=CC(=C(C=C1)F)F)=O